ClC1=NC=CC(=C1Cl)C1=NNC2=NC(=CC(=C21)C2=NN=NN2)N2CCC(CC2)(N)C 1-(3-(2,3-dichloropyridin-4-yl)-4-(1H-tetrazol-5-yl)-1H-pyrazolo[3,4-b]pyridin-6-yl)-4-methylpiperidin-4-amine